ClC1=CC(=C(C=C1)C(C(=O)[O-])(F)F)OC(F)(F)F 2-(4-chloro-2-(trifluoromethoxy) phenyl)-2,2-difluoroacetate